C(C)OC(CC=1N=C(SC1)C1=CC2=CC=CC=C2C=C1)=O.FC1=C(C2=C(C=CC=C2C=C1)B1OC(C(O1)(C)C)(C)C)C#C[Si](C(C)C)(C(C)C)C(C)C (2-fluoro-8-(4,4,5,5-tetramethyl-1,3,2-dioxaborolan-2-yl)naphthalen-1-ylethynyl)triisopropylsilane ethyl-2-(2-(naphthalen-2-yl)thiazol-4-yl)acetate